2-((1r,3r)-1-(3-bromophenyl)-3-hydroxycyclobutane-1-carbonyl)-N-methylhydrazine-1-carbothioamide BrC=1C=C(C=CC1)C1(CC(C1)O)C(=O)NNC(NC)=S